N-({4-[({1-[2-fluoro-1-(fluoromethyl)ethyl]azetidin-3-yl}methyl)amino]-3-nitrophenyl}sulfonyl)-2-(1H-pyrrolo[2,3-b]pyridin-5-yloxy)benzamide FCC(CF)N1CC(C1)CNC1=C(C=C(C=C1)S(=O)(=O)NC(C1=C(C=CC=C1)OC=1C=C2C(=NC1)NC=C2)=O)[N+](=O)[O-]